methyl-((2-methyl-6-(trifluoromethyl) pyrimidin-4-yl) oxy) benzoate C(C1=CC=CC=C1)(=O)OOC1=NC(=NC(=C1C)C(F)(F)F)C